2,5-bis(5-(3,5-di-tert-butylphenyl)pyridin-2-yl)thiazolo[5,4-d]thiazole tert-Butyl-(3R,4s,5S)-4-hydroxy-3,4,5-trimethylpiperidine-1-carboxylate C(C)(C)(C)OC(=O)N1C[C@H](C([C@H](C1)C)(C)O)C.C(C)(C)(C)C=1C=C(C=C(C1)C(C)(C)C)C=1C=CC(=NC1)C=1SC=2N=C(SC2N1)C1=NC=C(C=C1)C1=CC(=CC(=C1)C(C)(C)C)C(C)(C)C